ClC1=CC=C(C=N1)C1C(N(CCN1C)C)=O 3-(6-Chloropyridin-3-yl)-1,4-dimethylpiperazin-2-one